CN(C)C=1C(OC2=CC=CC=C2C1)=O N,N-dimethylaminocoumarin